3-[1,1'-Biphenyl]-4-yl-2-methyl-4(1H)-quinolinone C1(=CC=C(C=C1)C1=C(NC2=CC=CC=C2C1=O)C)C1=CC=CC=C1